methacrylic acid 3,5-dihydroxy-1-adamantyl ester OC12CC3(CC(CC(C1)(C3)O)C2)OC(C(=C)C)=O